C(C#CC)(=O)N1[C@H](CC1)[C@@H](C)OC=1C=NC=CC1C1=C(C=2C(NCCC2N1)=O)NC1=C(C(=CC=C1)F)OC 2-{3-[(1R)-1-[(2R)-1-(but-2-ynoyl)azetidin-2-yl]ethoxy]pyridin-4-yl}-3-[(3-fluoro-2-methoxyphenyl)amino]-1H,5H,6H,7H-pyrrolo[3,2-c]pyridin-4-one